7-(2-(2-chlorophenyl)-3,4,6,7-tetrahydro-5H-imidazo[4,5-c]pyridin-5-yl)-5,6,7,8-tetrahydroisoquinoline ClC1=C(C=CC=C1)C1=NC2=C(CN(CC2)C2CCC=3C=CN=CC3C2)N1